1,2,3,4-tetrahydroisoquinolin-6-yl-(1,4,6,7-tetrahydrotriazolo[4,5-c]pyridin-5-yl)methanone C1NCCC2=CC(=CC=C12)C(=O)N1CC2=C(CC1)NN=N2